C1(CCCC1)N1C2=C(S([C@@H]([C@@H](C1)CCC(C)(F)F)F)(=O)=O)C=C(C(=C2)C(F)(F)F)OCC2=C(N=CS2)C(=O)OCC ethyl 5-((((2S,3R)-5-cyclopentyl-3-(3,3-difluorobutyl)-2-fluoro-1,1-dioxido-7-(trifluoromethyl)-2,3,4,5-tetrahydrobenzo[b][1,4]thiazepin-8-yl)oxy)methyl)thiazole-4-carboxylate